(R)-N-(2-(difluoromethoxy)-6-(tetrahydro-2H-pyran-4-yl)pyridin-3-yl)-9-methyl-6-oxo-6,7,8,9-tetrahydropyrido[3',2':4,5]pyrrolo[1,2-a]pyrazine-2-carboxamide FC(OC1=NC(=CC=C1NC(=O)C=1C=CC=2C=C3N([C@@H](CNC3=O)C)C2N1)C1CCOCC1)F